2,5-bis(2-ethylhexanoyl-peroxy)-2,5-dimethyl-hexane (1R,3S)-3-(3-amino-1H-pyrazol-5-yl)cyclopentyl-pyrrolidine-1-carboxylate NC1=NNC(=C1)[C@@H]1C[C@@H](CC1)OC(=O)N1CCCC1.C(C)C(C(=O)OOC(C)(CCC(C)(C)OOC(C(CCCC)CC)=O)C)CCCC